C(C)[C@H]1OC2=C(C(=NC1)C)N=CC=C2 (2R,5R)-2-ethyl-5-methyl-2,3-dihydropyrido[2,3-f][1,4]oxazepine